1-(4-(1,4-Dimethyl-1H-indazol-3-yl)phenyl)-3-(pyridin-4-ylmethyl)urea CN1N=C(C2=C(C=CC=C12)C)C1=CC=C(C=C1)NC(=O)NCC1=CC=NC=C1